NC=1N(C=CN1)CCC[C@H](C(=O)N[C@H](C(=O)OCC1=CC=CC=C1)CC1=C(C=C(C=C1C)OC)C)NC(=O)OC(C)(C)C benzyl (S)-2-((R)-5-(2-amino-1H-imidazol-1-yl)-2-((tert-butoxycarbonyl)amino)pentanamido)-3-(4-methoxy-2,6-dimethylphenyl)propanoate